N-(4-((3-chloro-4-(pyridin-2-ylmethoxy)phenyl)amino)-7-((1,3-dimethylpiperidin-3-yl)ethynyl)quinazolin-6-yl)acrylamide ClC=1C=C(C=CC1OCC1=NC=CC=C1)NC1=NC=NC2=CC(=C(C=C12)NC(C=C)=O)C#CC1(CN(CCC1)C)C